6-methoxy-2-phenyl-3,4-dihydroisoquinolin-1-one COC=1C=C2CCN(C(C2=CC1)=O)C1=CC=CC=C1